CC1=CC(=C2C(=C1)OC3=C(C2=O)[C@@]([C@@H](CC3)O)(C(=O)OC)O)O The molecule is a member of the class of xanthones that is methyl 2,3,4,9-tetrahydro-1H-xanthene-1-carboxylate substituted by hydroxy groups at positions 1, 2 and 8, a methyl group at position 6 and an oxo group at position 9 (the 1R,2R stereoisomer). It has been isolated from the sea fan derived fungus Aspergillus sydowii. It has a role as an Aspergillus metabolite. It is a member of phenols, a member of xanthones, a methyl ester, a secondary alcohol and a tertiary alcohol.